octan-2-one trifluoroacetate salt FC(C(=O)O)(F)F.CC(CCCCCC)=O